C1(CC1)C1=NC2=CC=C(C=C2C=C1)C1=CN=C(O1)[C@H](CCCCCC(CC)=O)NC(=O)C1=NOC2(C1)CCN(CC2)C (S)-N-(1-(5-(2-Cyclopropylchinolin-6-yl)oxazol-2-yl)-7-oxononyl)-8-methyl-1-oxa-2,8-diazaspiro[4.5]dec-2-en-3-carboxamid